2-methyl-1-(trideuteromethyl)-6-oxo-1,6-diHydropyrimidine-5-carbonitrile CC=1N(C(C(=CN1)C#N)=O)C([2H])([2H])[2H]